Zirconium tri-n-butanol stearate C(CCCCCCCCCCCCCCCCC)(=O)[O-].C(CCC)O.C(CCC)O.C(CCC)O.[Zr+]